methyl 4,6-dideoxy-4,6-dichloro-α-D-glucopyranoside Cl[C@H]1[C@@H]([C@H]([C@@H](OC)O[C@@H]1CCl)O)O